N-(3-(1-(2-Fluoro-2-methylpropyl)-3-(3-hydroxyazetidin-1-yl)-1H-pyrazolo[4,3-c]pyridin-6-yl)-1H-pyrazol-4-yl)-4-azaspiro[2.5]octane-4-carboxamide FC(CN1N=C(C=2C=NC(=CC21)C2=NNC=C2NC(=O)N2C1(CC1)CCCC2)N2CC(C2)O)(C)C